L-2-chloro-N-(2,4-dimethylphenyl)acetamide ClCC(=O)NC1=C(C=C(C=C1)C)C